ClC1=C(C2=CC=CC=C2C=C1)N1CC(CC1)C1=C(C(=O)O)C=CC=C1 2-(1-(2-chloronaphthalen-1-yl)pyrrolidin-3-yl)benzoic acid